(S)-5-chloro-4-(1-(3,4-dichlorophenyl)ethoxy)-2-fluoro-N-(thiazol-2-yl)benzenesulfonamide ClC=1C(=CC(=C(C1)S(=O)(=O)NC=1SC=CN1)F)O[C@@H](C)C1=CC(=C(C=C1)Cl)Cl